1-(5-Fluoro-1H-indol-3-yl)-2-(methylamino)propan-1-one FC=1C=C2C(=CNC2=CC1)C(C(C)NC)=O